N-[(1-methyl-1H-indol-5-yl)methyl]-4'-oxo-3',4'-dihydrospiro[azetidine-3,2'-[1]benzopyran]-1-carboxamide CN1C=CC2=CC(=CC=C12)CNC(=O)N1CC2(OC3=C(C(C2)=O)C=CC=C3)C1